(1r,2s)-N-(6-(5-chloro-6-fluoro-7-(isopropylamino)-1H-indazol-4-yl)imidazo[1,2-a]pyrazin-2-yl)-2-(fluoromethyl)cyclopropane-1-carboxamide ClC=1C(=C2C=NNC2=C(C1F)NC(C)C)C=1N=CC=2N(C1)C=C(N2)NC(=O)[C@H]2[C@H](C2)CF